OC1=C(C(=O)C2=CC=CC=C2)C=CC(=C1)O 2,4-Dihydroxy-benzophenon